C(C)OC=1C(=CC(=C(C1)C1=CCN(CC1)C(=O)OC(C)(C)C)C)[N+](=O)[O-] tert-Butyl 4-(5-ethoxy-2-methyl-4-nitrophenyl)-5,6-dihydropyridine-1(2H)-carboxylate